(2R,4S)-4-amino-2-ethyl-6-trifluoromethyl-3,4-dihydroquinoline-1(2H)-carboxylic acid ethyl ester C(C)OC(=O)N1[C@@H](C[C@@H](C2=CC(=CC=C12)C(F)(F)F)N)CC